CC1CC=CC(C1C)=O 5,6-dimethyl-2-cyclohexenone